(benzyloxy(phenyl)-1H-imidazol-4-yl)(3,4,5-trimethoxyphenyl)methanone C(C1=CC=CC=C1)OC=1N(C=C(N1)C(=O)C1=CC(=C(C(=C1)OC)OC)OC)C1=CC=CC=C1